O=C(CN1C=C(C2=CC=CC=C12)C=O)N1CCCCC1 (2-oxo-2-(piperidin-1-yl)ethyl)-1H-indole-3-carbaldehyde